trans-4-[(2,4-difluorobenzyl)oxy]-N-{2-fluoro-3-[6-oxo-4-(trifluoromethyl)-1,6-dihydropyrimidine-2-yl]-4-(trifluoromethyl)benzyl}cyclohexane-1-carboxamide FC1=C(CO[C@@H]2CC[C@H](CC2)C(=O)NCC2=C(C(=C(C=C2)C(F)(F)F)C=2NC(C=C(N2)C(F)(F)F)=O)F)C=CC(=C1)F